C(C1=CC=CC=C1)N1N=C(N=C1)C(=O)N[C@@H]1CCC2=C(N(C1=O)C)C=CC(N2C)=O 1-benzyl-N-[(7R)-1,5-dimethyl-2,6-dioxo-8,9-dihydro-7H-pyrido[3,2-b]azepin-7-yl]-1,2,4-triazole-3-carboxamide